tert-Butyl 4'-((5-(4-cyanobenzylcarbamoyl)-2,3-dimethyl-1H-indol-1-yl)methyl)biphenyl-2-carboxylate C(#N)C1=CC=C(CNC(=O)C=2C=C3C(=C(N(C3=CC2)CC2=CC=C(C=C2)C=2C(=CC=CC2)C(=O)OC(C)(C)C)C)C)C=C1